(1S,3S)-3-((3-methyl-5-(1-methyl-5-(((methyl(propyl)carbamoyl)oxy)methyl)-1H-1,2,3-triazol-4-yl)pyrazin-2-yl)oxy)cyclohexane-1-carboxylic acid CC=1C(=NC=C(N1)C=1N=NN(C1COC(N(CCC)C)=O)C)O[C@@H]1C[C@H](CCC1)C(=O)O